(1R,2S,5R)-(-)-menthyl-(S)-p-toluenesulfinate [C@@H]1(CC(C(CC1)C(C)C)O[S@](=O)C1=CC=C(C)C=C1)C